C(C1CC(C(C(C1)C(C)CCC)N)C(C)CCC)C1CC(C(C(C1)C(C)CCC)N)C(C)CCC 4,4'-methylenebis(2,6-di(sec-pentyl)cyclohexylamine)